4-butoxy-3-(2,2,2-trifluoro-1-hydroxyethyl)quinoline-7-carbonitrile C(CCC)OC1=C(C=NC2=CC(=CC=C12)C#N)C(C(F)(F)F)O